C[C@H]1[C@H](N(C2CC1C2)C(=O)C2=NC(=CC=C2N2N=CC=N2)C)CNC=2SC1=NC=CC=C1N2 N-({(3S,4R)-4-Methyl-2-[6-methyl-3-(2H-1,2,3-triazol-2-yl)pyridin-2-carbonyl]-2-azabicyclo[3.1.1]heptan-3-yl}methyl)-[1,3]thiazolo[5,4-b]pyridin-2-amin